F[C@@H]1CN(CC1)C1=CC=C(C=N1)C=1OC2=C(N1)CN(C2=O)C=2C=NC=CC2 (S)-2-(6-(3-fluoropyrrolidin-1-yl)pyridin-3-yl)-5-(pyridin-3-yl)-4,5-dihydro-6H-pyrrolo[3,4-d]oxazol-6-one